4-chlorobenzyl (4-((3-fluoroisonicotinamido)meth-yl)phenyl)carbamate FC1=C(C(=O)NCC2=CC=C(C=C2)NC(OCC2=CC=C(C=C2)Cl)=O)C=CN=C1